2-(1-methyl-2-methylsulfinyl-ethyl)pyrazole-3-carboxamide Potassium bromite Br(=O)[O-].[K+].CC(CS(=O)C)N1N=CC=C1C(=O)N